Methyl-4-oxotetrahydrofuran CC1OCC(C1)=O